C(C)(C)N1CCC(CC1)N1C=CC2=CC(=CC=C12)N 1-(1-isopropylpiperidin-4-yl)-1H-indol-5-amine